tert-butyl 5-amino-4-[5-[4-[tert-butoxycarbonyl(methyl)amino]-1-piperidyl]-1-oxo-isoindolin-2-yl]-5-oxo-pentanoate NC(C(CCC(=O)OC(C)(C)C)N1C(C2=CC=C(C=C2C1)N1CCC(CC1)N(C)C(=O)OC(C)(C)C)=O)=O